1,2-diiodobutene IC=C(CC)I